BrC=1N=COC1CC=1C=NN(C1)CC 4-bromo-5-((1-ethyl-1H-pyrazol-4-yl)methyl)oxazole